CN1C=CC=2C1=NC(=CC2CN2CCN(CC2)C=2N(C=CN2)C)C=2C=C1CN(C(C1=CC2)=O)C2C(NC(CC2)=O)=O 3-(5-(1-methyl-4-((4-(1-methyl-1H-imidazol-2-yl)piperazin-1-yl)methyl)-1H-pyrrolo[2,3-b]pyridin-6-yl)-1-oxo-isoindolin-2-yl)piperidine-2,6-dione